3-oxo-3-(2-thienyl)-propanal O=C(CC=O)C=1SC=CC1